IC1=CN=C2N1N=C(C=C2)C2=CC=C(C(=O)O)C=C2 4-(3-iodoimidazo[1,2-b]pyridazin-6-yl)benzoic acid